performic acid tert-butyl-4-((((9H-fluoren-9-yl)methoxy)carbonyl)amino)-5-mercaptopentanoate C(C)(C)(C)OC(CCC(CS)NC(=O)OCC1C2=CC=CC=C2C=2C=CC=CC12)=O.C(=O)OO